NC1=NC=CC(=C1)C1=NC(=CC(=C1)C=1C=C(C=CC1C)NC(=O)N1C[C@@H](CC1)CC(F)(F)F)N1CCOCC1 (3S)-N-[3-[2'-amino-6-(morpholin-4-yl)-[2,4'-bipyridin]-4-yl]-4-methylphenyl]-3-(2,2,2-trifluoroethyl)pyrrolidine-1-carboxamide